CC=1C=C2C(NC=NC2=CC1)=O 6-methyl-quinazolin-4(3H)-one